CN(C)N1C=C(C2=CC=CC=C12)S(=O)(=O)N (dimethylamino)-1H-indole-3-sulfonamide